6-(4-(((3R,4R)-1-(2-cyanoacetyl)-4-methylpiperidin-3-yl)(methyl)amino)-7H-pyrrolo[2,3-d]pyrimidine-7-carbonyl)lysine methyl ester hydrochloride Cl.COC([C@@H](N)CCCC(N)C(=O)N1C=CC2=C1N=CN=C2N(C)[C@H]2CN(CC[C@H]2C)C(CC#N)=O)=O